oleic acid behenyl amide C(CCCCCCCCCCCCCCCCCCCCC)NC(CCCCCCC\C=C/CCCCCCCC)=O